N-[(1R)-1-[3-(1,1-difluoro-2-hydroxyethyl)phenyl]ethyl]-4-methoxy-5-(1,4,5,6-tetrahydropyridin-3-yl)-1H-indazole-7-carboxamide FC(CO)(F)C=1C=C(C=CC1)[C@@H](C)NC(=O)C=1C=C(C(=C2C=NNC12)OC)C1=CNCCC1